4,10,13-trimethyl-17-(6-methylhept-5-en-2-yl)-1,2,4,5,6,7,11,12,14,15,16,17-dodecahydrocyclopenta[a]phenanthren-3-one CC1C(CCC2(C=3CCC4(C(CCC4C3CCC12)C(C)CCC=C(C)C)C)C)=O